di-(beta-aminopropoxy)-ethane NC(COC(C)OCC(C)N)C